C(C)OC(=O)C=1NC2=C(C=CC(=C2C1)NC1=CC(=C(C=C1)F)Cl)N 4-((3-chloro-4-fluorophenyl)amino)-7-amino-1H-indole-2-carboxylic acid ethyl ester